NC1=CC(=NC(=C1)NC1=C(C=CC=C1)F)C(=O)NC1=CC=CC=C1 4-Amino-6-((2-fluorophenyl)amino)-N-phenylpyridineamide